COC(CNC(CNC(CN1N=C(C=2C(=CC=CC12)C1=C(C=C2C=NN(C2=C1)C)F)CC1=CC=CC=C1)=O)=O)=O.ClCC1=NOC=C1 3-(chloromethyl)isoxazole methyl-2-[2-(2-{3-benzyl-5'-fluoro-1'-methyl-[4,6'-biindazol]-1-yl}acetamido)acetamido]acetate